OC=1C=C(C2=CC=CC=C2C1)C1=CC=C2C(=NC(=NC2=C1)OC[C@H]1N(CCC1)C)N1[C@H]2CN(C[C@@H]1CC2)C(CCC2CCNCC2)=O 1-((1R,5S)-8-(7-(3-hydroxynaphthalen-1-yl)-2-(((S)-1-methylpyrrolidin-2-yl)methoxy)quinazolin-4-yl)-3,8-diazabicyclo[3.2.1]octan-3-yl)-3-(piperidin-4-yl)propan-1-one